(1S,4S,SR)-5-{[4-cyclopropyl-1-(2,6-dichlorophenyl)-1H-1,2,3-triazol-5-yl]methoxyl-2-azabicyclo[2.2.1]heptan-2-yl}-2-fluorobenzoic acid C1(CC1)C=1N=NN(C1CO[C@@]12N(C[C@@H](CC1)C2)C=2C=CC(=C(C(=O)O)C2)F)C2=C(C=CC=C2Cl)Cl